C1(=C(C=CC=C1)NC(C(C)(C)C)=O)C N-(o-tolyl)trimethyl-acetamide